FC=1C=CC=C2CO[C@H](C12)CNC (R)-1-(7-fluoro-1,3-dihydroisobenzofuran-1-yl)-N-methyl-methanamine